4-[3-hydroxy-6-(3-trifluoromethoxy-phenyl)-pyridin-2-yl]-4-oxo-butyric acid ethyl ester C(C)OC(CCC(=O)C1=NC(=CC=C1O)C1=CC(=CC=C1)OC(F)(F)F)=O